COCC(=O)N1CCN(CC1)C1=CC=C(C=C1)NC(=O)C=1C(NC=CC1NC1=C(C2=C(OCCN2)N=C1)C)=O N-(4-(4-(2-methoxyacetyl)piperazin-1-yl)phenyl)-4-((8-methyl-2,3-dihydro-1H-pyrido[2,3-b][1,4]oxazin-7-yl)amino)-2-oxo-1,2-dihydropyridine-3-carboxamide